[(3S)-pyrrolidin-3-yl] 1-[4-[[4-[[2-(6-methyl-2-pyridyl)pyrimidin-4-yl]amino]pyrimidin-2-yl]amino]phenyl]piperidine-4-carboxylate CC1=CC=CC(=N1)C1=NC=CC(=N1)NC1=NC(=NC=C1)NC1=CC=C(C=C1)N1CCC(CC1)C(=O)O[C@@H]1CNCC1